BrC1=C(C=CC=C1C(F)(F)F)C(F)(F)F bromo-1,3-di(trifluoromethyl)benzene